FC(C=1C=C(CS(=O)(=O)C2=CC=C(C=C2)SC2=NC=CC(=N2)N)C=CC1)(F)F 2-((4-((3-(trifluoromethyl)benzyl)sulfonyl)phenyl)thio)pyrimidin-4-amine